4-((5-aminopyridin-2-yl)amino)-1-(2,6-difluorophenyl)-1H-pyrazole-3-carboxamide NC=1C=CC(=NC1)NC=1C(=NN(C1)C1=C(C=CC=C1F)F)C(=O)N